N-ethyl-6-chloroquinoxalinone C(C)N1C(C=NC2=CC(=CC=C12)Cl)=O